1-[5-(5-chloro-2-methoxypyridin-4-yl)-1H-pyrazole-3-carbonyl]-N-[(1-methyl-5-oxopyrrolidin-3-yl)methyl]piperidine-4-carboxamide ClC=1C(=CC(=NC1)OC)C1=CC(=NN1)C(=O)N1CCC(CC1)C(=O)NCC1CN(C(C1)=O)C